CC=1C=C(NC(C1C)=O)N1N=C(C=C1C1=C(C(=O)N)C=CC=C1)CC (1-(4,5-dimethyl-6-oxo-1,6-dihydropyridin-2-yl)-3-ethyl-1H-pyrazol-5-yl)benzamide